(4-(7,8-difluoro-1,3-dihydro-2H-benzo[c]azepin-2-yl)-2,6-dimethylphenyl)-3,3-dimethylbutanamide FC1=CC2=C(CN(CC=C2)C2=CC(=C(C(=C2)C)C(C(=O)N)C(C)(C)C)C)C=C1F